ClC=1N(C=CN1)CN1C(CC(C1)C1=CC(=C(C(=C1)F)F)F)=O 1-[(2-chloro-1H-imidazol-1-yl)methyl]-4-(3,4,5-trifluorophenyl)pyrrolidin-2-one